P(SC(C1=CC=CC=C1)C1=C(C=CC(=C1)Cl)O)(OCC)(OCC)=O S-((5-CHLORO-2-HYDROXYPHENYL)(PHENYL)METHYL) O,O-DIETHYL PHOSPHOROTHIOATE